tert-butyl 4-[8-bromo-4-[[1-(2-tert-butoxycarbonylallyl)-4,5-difluoro-benzimidazol-2-yl]methylamino]pyrazolo[1,5-a][1,3,5]triazin-2-yl]piperazine-1-carboxylate BrC=1C=NN2C1N=C(N=C2NCC2=NC1=C(N2CC(=C)C(=O)OC(C)(C)C)C=CC(=C1F)F)N1CCN(CC1)C(=O)OC(C)(C)C